C(#N)CNC(C1=CC=C(C=C1)C1=NC(=NC=C1)NC1=CC=C(C=C1)I)=O N-(cyanomethyl)-4-(2-(4-iodophenylamino)pyrimidin-4-yl)benzamide